C(#N)C1=CC=C(C=C1)C=1C=CC2=CN(N=C2C1)C1CCC(CC1)CNC(C1=CC(=C(C(=C1)F)O)F)=O N-({(1r,4r)-4-[6-(4-cyanophenyl)-2H-indazol-2-yl]cyclohexyl}methyl)-3,5-difluoro-4-hydroxybenzamide